FC1=CC=C(CCNC(N[C@H]2CN(C[C@@H]2OC)C(=O)C2=CC=C(C(=O)N3C[C@H]([C@@H](C3)C(=O)N[C@@H]3[C@H](C3)C3=CC=CC=C3)C(=O)N[C@@H]3[C@H](C3)C3=CC=CC=C3)C=C2)=O)C=C1 (3S,4S)-1-(4-((3S,4S)-3-(3-(4-fluorophenethyl)ureido)-4-methoxypyrrolidine-1-carbonyl)benzoyl)-N3,N4-bis((1S,2R)-2-phenylcyclopropyl)pyrrolidine-3,4-dicarboxamide